PHENYLETHYLMETHYLETHER C1(=CC=CC=C1)CCOC